C1(=CC=CC=C1)C=CC=CC(=O)O.C1(=CC=CC=C1)CC(=O)NN phenylacetyl-hydrazine 5-phenyl-2,4-pentadienoic acid salt